2-bromo-5-(N-(3-((3-(trifluoromethyl)phenyl)carbamoyl)phenyl)sulfamoyl)benzoic acid BrC1=C(C(=O)O)C=C(C=C1)S(NC1=CC(=CC=C1)C(NC1=CC(=CC=C1)C(F)(F)F)=O)(=O)=O